6-(6-(4,4-difluoropiperidine-1-carbonyl)naphthalen-1-yl)-2-(2-(methylsulfonyl)ethyl)phthalazin-1(2H)-one FC1(CCN(CC1)C(=O)C=1C=C2C=CC=C(C2=CC1)C=1C=C2C=NN(C(C2=CC1)=O)CCS(=O)(=O)C)F